OC1CC(C1)OCCC1CC(C1)CCOC1CNC1 3-[2-[3-[2-(3-Hydroxycyclobutoxy)ethyl]cyclobutyl]ethoxy]azetidine